C1(CC1)COC=1C=C(C=CC1OC)/C(/C(=O)N(C)C)=C/N1C(=CC(C=C1C)=C=O)C (Z)-2-(3-cyclopropylmethoxy-4-methoxyphenyl)-3-(2,6-dimethyl-4-carbonylpyridin-1(4H)-yl)-N,N-dimethylacrylamide